C(C)OC(=O)C1C(C1)C=1C=NC=CC1 2-(pyridin-3-yl)cyclopropanecarboxylic acid ethyl ester